(4-chlorobenzyl)-5-methyl-1H-indazole-3-carboxylic acid ClC1=CC=C(CN2N=C(C3=CC(=CC=C23)C)C(=O)O)C=C1